C(#C)C=1C=CC=C2C=C(C=C(C12)C1=C(C=2N=C(N=C(C2C=N1)N1[C@@H]2CCN([C@@H]2C1)C(C=C)=O)OC[C@H]1N(CCC1)C)F)O 1-((1R,5R)-6-(7-(8-ethynyl-3-hydroxynaphthalen-1-yl)-8-fluoro-2-(((S)-1-methylpyrrolidin-2-yl)methoxy)pyrido[4,3-d]pyrimidin-4-yl)-2,6-diazabicyclo[3.2.0]heptan-2-yl)prop-2-en-1-one